N1(CCNCCC1)C1CCC(CC1)(C#N)C=1C=CC2=C(C=CCN2OC)N1 4-(1,4-diazepan-1-yl)-1-(5-methoxyPyridopyridin-2-yl)cyclohexanecarbonitrile